C1CCCNC(=O)CC1 omega-Enantholactam